C(#C)[C@@H]1CC[C@H](CC1)C(=O)OC(C)(C)C trans-tert-butyl 4-ethynylcyclohexanecarboxylate